para-cresyl phenyl acetate CC1=CC=C(C=C1)OC(=O)CC2=CC=CC=C2